4-Hydroxy-3,5-dimethylbenzoic acid OC1=C(C=C(C(=O)O)C=C1C)C